(3-chlorophenyl){(4E)-3,3-dimethyl-4-[(5-phenyl-1,2-oxazol-3-yl)methylidene]piperidin-1-yl}methanone oxoethane-1-sulfonate O=C(C)S(=O)(=O)O.ClC=1C=C(C=CC1)C(=O)N1CC(/C(/CC1)=C/C1=NOC(=C1)C1=CC=CC=C1)(C)C